4-[(3S)-3-amino-3-methylpyrrolidin-1-yl]-N-[(1S)-1-cyclopropylethyl]-6-(2,2-difluoroethoxy)-5-(3,5-difluorophenyl)pyridine-3-carboxamide N[C@@]1(CN(CC1)C1=C(C=NC(=C1C1=CC(=CC(=C1)F)F)OCC(F)F)C(=O)N[C@@H](C)C1CC1)C